C(C)(C)(C)OC(N[C@@H](CC(C)C)C=O)=O ((S)-1-formyl-3-methyl-butyl)-carbamic acid tert-butyl ester